1-((1-(2-(2,6-dioxopiperidin-3-yl)-1,3-dioxoisoindolin-5-yl)piperidin-4-yl)methyl)azetidine-3-carbaldehyde O=C1NC(CCC1N1C(C2=CC=C(C=C2C1=O)N1CCC(CC1)CN1CC(C1)C=O)=O)=O